Cl.Cl.CC1N(CCC1N)C dimethylpyrrolidin-3-amine dihydrochloride